FC=1C=CC(=C(CBr)C1)OCC(C)(C)O 5-fluoro-2-(2-hydroxy-2-methylpropyloxy)benzyl bromide